ClC=1C=C2C(=NC(=NC2=C(C1C1=CC=C(C2=C1N=C(S2)N)F)F)OC[C@]21CCCN1C[C@@H](C2)F)NC2CCC2 4-(6-chloro-4-(cyclobutylamino)-8-fluoro-2-(((2R,7aS)-2-fluorotetrahydro-1H-pyrrolizin-7a(5H)-yl)methoxy)quinazolin-7-yl)-7-fluorobenzo[d]thiazol-2-amine